C1(CCCCC1)N/C(/C(=O)O)=C/C(=O)O cyclohexylaminomaleic acid